tert-butyl ((8-chloro-3-(methoxymethyl)imidazo[1,2-a]pyridin-6-yl)sulfonyl)(1-methylcyclopropyl)carbamate ClC=1C=2N(C=C(C1)S(=O)(=O)N(C(OC(C)(C)C)=O)C1(CC1)C)C(=CN2)COC